BrC1=CC(=CC2=C1OC1=C2C=CC=C1)Cl 4-bromo-2-chlorodibenzo[b,d]furan